C1(=CCCC=CCCC=CCC1)C(C(C)C)O 1-(cyclododeca-1,5,9-trien-1-yl)-2-methylpropan-1-ol